2,2-dimethyl-7-hydroxy-5-methoxy-2H-benzopyran CC1(OC2=C(C=C1)C(=CC(=C2)O)OC)C